CN(C1=CC=C(S1)\C=C\1/C(=NOC1=O)C1=CC=C(C#N)C=C1)C (E)-4-(4-((5-(dimethylamino)thiophen-2-yl)methylene)-5-oxo-4,5-dihydroisoxazol-3-yl)benzonitrile